(S)-N-(1-(3-(2-(1-methoxycyclopropyl)pyridin-4-yl)-1,2,4-oxadiazol-5-yl)ethyl)-1-methyl-3-(trifluoromethyl)-1H-pyrazole-5-carboxamide COC1(CC1)C1=NC=CC(=C1)C1=NOC(=N1)[C@H](C)NC(=O)C1=CC(=NN1C)C(F)(F)F